C(C)C1(C(CCC(C1)(F)F)(OC)OC)O 1-ethyl-5,5-difluoro-2,2-dimethoxycyclohexane-1-ol